2-methyl-5-(prop-2-yl)phenol CC1=C(C=C(C=C1)C(C)C)O